S1C(=CC=C1C(=O)Cl)C(=O)Cl thiophene-2,5-dicarboxylic acid chloride